C(C=C)(=O)OC(C(C)(COC(C=C)=O)C)O hydroxyl-neopentyl glycol diacrylate